(4-methanesulfonylphenyl)hydrazine hydrochloride Cl.CS(=O)(=O)C1=CC=C(C=C1)NN